C(=O)C1(CC1)C(=O)OCC Ethyl 1-formylcyclopropanecarboxylate